4-Chloro-5-(2-[3-[4-(5-chloropyridin-2-yl)piperazin-1-yl]-3-oxopropoxy]ethoxy)-2,3-dihydropyridazin-3-one ClC=1C(NN=CC1OCCOCCC(=O)N1CCN(CC1)C1=NC=C(C=C1)Cl)=O